BrC1=CC2=C(S1)C=1SC(=CC1C2(CCCCCCBr)CCCCCCBr)Br 2,6-dibromo-4,4-bis(6-bromohexyl)-4H-cyclopenta[2,1-b:3,4-b']dithiophene